FC1=C(C=CC=C1)[C@@H](C)N(C(OC(C)(C)C)=O)C (R)-tert-butyl (1-(2-fluorophenyl)ethyl)(methyl)carbamate